CS(=O)(=O)C1=C(C=CC=C1)B(O)O 2-(methylsulfonyl)phenyl-boronic acid